2-cyano-1-(5-(1-(2-thienylformyl)piperazine-4-yl)pentyl)-3-(4-pyridinyl)guanidine C(#N)N=C(NCCCCCN1CCN(CC1)C(=O)C=1SC=CC1)NC1=CC=NC=C1